FC=1C=C(C(=O)OC(C)(C)C)C=C(C1[N+](=O)[O-])OC(C)C tert-butyl 3-fluoro-5-isopropoxy-4-nitrobenzoate